8,8'-(((1R,4R)-4-(HYDROXYMETHYL)CYCLOHEXYL)AZANEDIYL)BIS(N,N-DIDECYLOCTANAMIDE) OCC1CCC(CC1)N(CCCCCCCC(=O)N(CCCCCCCCCC)CCCCCCCCCC)CCCCCCCC(=O)N(CCCCCCCCCC)CCCCCCCCCC